N-methyl-3-(2-methyl-1-oxo-1,2-dihydro-6-isoquinolinyl)-N-(2-(3-oxetanyl)ethyl)-6-quinoxalinecarboxamide CN(C(=O)C=1C=C2N=C(C=NC2=CC1)C=1C=C2C=CN(C(C2=CC1)=O)C)CCC1COC1